BrC=1C=C(C=CC1)C(C(=O)O)(CCOC(CO)(C)C)C 2-(3-bromophenyl)-4-((1-hydroxy-2-methylpropan-2-yl)oxy)-2-methylbutanoic acid